2-(6-hydroxy-3-oxo-(3H)-xanthen-9-yl)benzoic acid OC=1C=C2OC3=CC(C=CC3=C(C2=CC1)C1=C(C(=O)O)C=CC=C1)=O